4-cyano-3,5-difluorophenyl 4-(3-butenyl)-benzoate C(CC=C)C1=CC=C(C(=O)OC2=CC(=C(C(=C2)F)C#N)F)C=C1